CS(=O)(=O)N1CCC2=C(CC1)C(C1=CC=CC=C1C2=O)=O 3-(methylsulfonyl)-2,3,4,5-tetrahydro-1H-naphtho[2,3-d]azepine-6,11-dione